C(C)(SCCCNC(=O)OC(C)(C)C)=O S-3-(tert-butoxycarbonylamino)propyl ethanethioate